NC[C@H](C(=O)NC=1C=C2C=CN=CC2=CC1)C1=CC=C(C=C1)CO (R)-3-amino-2-(4-(hydroxymethyl)phenyl)-N-(isoquinolin-6-yl)propanamide